decyl-sulfophenoxybenzenesulfonic acid disodium [Na].[Na].C(CCCCCCCCC)C1=C(C(=C(C=C1)S(=O)(=O)O)OC1=CC=CC=C1)S(=O)(=O)O